NC1CC(N(C1)C)CO 4-amino-1-methyl-2-hydroxymethylpyrrolidine